1,2-dimethylpyrrolium chloride [Cl-].C[NH+]1C(=CC=C1)C